NCCN1C(C=CC1=O)=O N-(2-Aminoethyl)-maleimid